CC(C[C@H](NC(=O)C1CC(=NO1)C1=CC=C(C=C1)C1=NC=CC=C1)B(O)O)C ((1R)-3-methyl-1-(3-(4-(pyridin-2-yl)phenyl)-4,5-dihydroisoxazole-5-carboxamido)butyl)boronic acid